8-[(2S)-1-fluoroprop-2-yl]-2-(methylsulfanyl)pyrido[2,3-d]pyrimidin-7(8H)-one FC[C@H](C)N1C(C=CC2=C1N=C(N=C2)SC)=O